C(C)C=1O[C@@H]([C@H]([C@@H](C1)O)O)CO ethyl-glucal